BrC1=C(OCC=2CCN(CC2)C(=O)OC(C)(C)C)C=C(C(=C1)F)[N+](=O)[O-] tert-butyl 4-((2-bromo-4-fluoro-5-nitrophenoxy)methyl)-3,6-dihydropyridine-1(2H)-carboxylate